COC1CCN(CC1)C=1C=C(C=CC1)C=1N=C(SC1)NC(CNC(=O)C1=CN(C=C1)S(=O)(=O)C)=O N-[2-[[4-[3-(4-methoxy-1-piperidyl)phenyl]thiazol-2-yl]amino]-2-oxoethyl]-1-methylsulfonyl-pyrrole-3-carboxamide